O=C1N(C(NC(N1C1=CC=C(C=C1)OC1=CC=CC=C1)=O)=O)C=1C=C(C#N)C=CC1 3-[2,4,6-trioxo-3-(4-phenoxyphenyl)-1,3,5-triazin-1-yl]benzonitrile